3,5-dichloroperbenzoic acid ClC1=CC(=CC(=C1)Cl)C(=O)OO